trifluoro(methanesulfonic acid) FC(S(=O)(=O)O)(F)F